1-(2-Phenylethoxy)-3-(2,5-dichlorophenylmethyl)imidazole C1(=CC=CC=C1)CCON1CN(C=C1)CC1=C(C=CC(=C1)Cl)Cl